CC=1C=C(NC1)C1=NOC(=N1)C1CCC2N(C(C3=C(CC2)C=CC=C3)=O)C1 3-(3-(4-methyl-1H-pyrrol-2-yl)-1,2,4-oxadiazol-5-yl)-1,3,4,11,12,12a-hexahydrobenzo[e]pyrido[1,2-a]azepin-6(2H)-one